CC1=CC(=C(C=C1)O)C(C)C1=CC=CC=C1 4-methyl-2-(1-phenylethyl)phenol